2-(4-(dimethylamino)benzylidene)-6-(thiophen-2-ylmethylene)cyclohexanone CN(C1=CC=C(C=C2C(C(CCC2)=CC=2SC=CC2)=O)C=C1)C